(Bromoethynyl)benzene BrC#CC1=CC=CC=C1